2-(3-((17-amino-3,6,9,12,15-pentaoxaheptadecyl)oxy)phenyl)-N-(5-methyl-4-(1-(2-methylbenzoyl)indol-5-yl)thiazol-2-yl)acetamide NCCOCCOCCOCCOCCOCCOC=1C=C(C=CC1)CC(=O)NC=1SC(=C(N1)C=1C=C2C=CN(C2=CC1)C(C1=C(C=CC=C1)C)=O)C